N-[3-([2-[3-fluoro-4-(4-methylpiperazin-1-yl)anilino]-1H-pyrrolo[2,3-d]pyrimidin-4-yl]oxy)phenyl]prop-2-enamide FC=1C=C(NC2=NC(=C3C(N2)=NC=C3)OC=3C=C(C=CC3)NC(C=C)=O)C=CC1N1CCN(CC1)C